3-(methacryloyloxy)benzoic acid C(C(=C)C)(=O)OC=1C=C(C(=O)O)C=CC1